tert-butyl N-[2-[2-[tert-butyl (dimethyl) silyl]oxyethyl-methyl-amino]ethyl]-N-methyl-carbamate [Si](C)(C)(C(C)(C)C)OCCN(CCN(C(OC(C)(C)C)=O)C)C